ClC1=CC=C(C=C1)C1=NOC=C1 3-(4-chlorophenyl)-isoxazole